C(C)(C)(C)OC(N(CCCCCCCCCO)C(=O)OC(C)(C)C)=O.C(#N)C1=CC=C(C=C1)NC1=NC=C(C(=N1)NC1=C(C(=CC=C1)C1=NN(C=N1)C)OC)C(=O)NC([2H])([2H])[2H] 2-((4-cyanophenyl)amino)-4-((2-methoxy-3-(1-methyl-1H-1,2,4-triazol-3-yl)phenyl)amino)-N-(methyl-d3)pyrimidine-5-carboxamide tertbutyl-N-tert-butoxycarbonyl-N-(9-hydroxynonyl)carbamate